C1(=CC=CC=C1)S(=O)(=O)N1CC(C1)N1N=CC(=C1)O 1-(1-(benzenesulfonyl)azetidin-3-yl)-1H-pyrazol-4-ol